3-(5-(((1S,2S)-2-(3-(1H-imidazol-1-yl)azetidin-1-yl)cyclohexyl)oxy)-1-oxoisoindolin-2-yl)piperidine-2,6-dione N1(C=NC=C1)C1CN(C1)[C@@H]1[C@H](CCCC1)OC=1C=C2CN(C(C2=CC1)=O)C1C(NC(CC1)=O)=O